(S)-3-amino-2-benzyl-propionic acid NC[C@@H](C(=O)O)CC1=CC=CC=C1